S(=O)(=O)(O)OS(=O)(=O)O.C=C methyleneMethane Disulfate